1H,5H,6H,7H-pyrrolo[3,2-c]pyridine-4-one N1C=CC=2C(NCCC21)=O